tertbutyl ((1S,3S)-3-((5-iodopyridin-2-yl)amino)cyclopentyl)carbamate IC=1C=CC(=NC1)N[C@@H]1C[C@H](CC1)NC(OC(C)(C)C)=O